N1(N=CC=C1)CC1=CC2=C(C(=NO2)NS(=O)(=O)C=2C=NC(=CC2OC)C)C(=C1)OC N-(6-((1H-pyrazol-1-yl)methyl)-4-methoxybenzo[d]isoxazol-3-yl)-4-methoxy-6-methylpyridine-3-sulfonamide